C(#N)C1=C(C=CC(=C1)C(F)(F)F)N1CCC(CC1)(C(=O)N[C@H]1CN(CC1)C)C=1C=NC(=CC1)C1=C(C=CC=C1)OCC 1-[2-cyano-4-(trifluoromethyl)phenyl]-4-[6-(2-ethoxyphenyl)pyridin-3-yl]-N-[(3R)-1-methylpyrrolidin-3-yl]piperidine-4-carboxamide